C(CCCCC(C)C)C(C(=O)[O-])(S)CCCCCC(C)C.C(CCCCCCC)[Sn+2]CCCCCCCC.C(CCCCC(C)C)C(C(=O)[O-])(S)CCCCCC(C)C dioctyl-tin bisisooctyl-thioglycolate